FC(C=1C(=NC=C(C1)F)C1=C(C=C2C(=CN(C2=C1)CC(C)(C)C)[C@@H](C(F)F)NS(=O)(=O)C1CC1)F)F (S)-N-(1-(6-(3-(difluoromethyl)-5-fluoropyridin-2-yl)-5-fluoro-1-neopentyl-1H-indol-3-yl)-2,2-difluoroethyl)cyclopropanesulfonamide